3-chloro-N-(5-((5-chloro-4-((2-(dimethylphosphoryl)phenyl)amino)pyrimidin-2-yl)amino)-4-methoxy-2-(4-(4-methylpiperazin-1-yl)piperidin-1-yl)phenyl)benzamide ClC=1C=C(C(=O)NC2=C(C=C(C(=C2)NC2=NC=C(C(=N2)NC2=C(C=CC=C2)P(=O)(C)C)Cl)OC)N2CCC(CC2)N2CCN(CC2)C)C=CC1